FC(CNC1=C(C#N)C=C(C=C1)C=1OC(=NN1)C1=CC2=C(N(C=N2)C)C=C1)F 2-[(2,2-difluoroethyl)amino]-5-[5-(1-methyl-1H-1,3-benzodiazol-5-yl)-1,3,4-oxadiazol-2-yl]benzonitrile